(3-(5-(2-nitropropyl) indol-1-yl) propyl) benzoate C(C1=CC=CC=C1)(=O)OCCCN1C=CC2=CC(=CC=C12)CC(C)[N+](=O)[O-]